4-[2-Cyclopropyl-6-(4-fluoro-6-{[(3S)-3-hydroxy-3-methylpiperidin-1-yl]methyl}-1-oxo-3H-isoindol-2-yl)pyridin-4-yl]-3-(4-methyl-1,2,4-triazol-3-yl)benzonitrile C1(CC1)C1=NC(=CC(=C1)C1=C(C=C(C#N)C=C1)C1=NN=CN1C)N1C(C2=CC(=CC(=C2C1)F)CN1C[C@@](CCC1)(C)O)=O